(7S)-7-(2-hydroxyethyl)-2-(((1-(3,4,5-trifluorobenzyl)-1H-pyrazol-4-yl)methyl)amino)-7,8-dihydropteridin-6(5H)-one OCC[C@H]1C(NC=2C=NC(=NC2N1)NCC=1C=NN(C1)CC1=CC(=C(C(=C1)F)F)F)=O